S1CN[C@H](C1)C(=O)OC Methyl (4S)-1,3-thiazolidine-4-carboxylate